[N+](=O)([O-])C1=CC=C(C=C1)S(=O)(=O)NC1CC(N(C1)C(=O)[O-])C(=O)[O-] 4-((4-nitrophenyl)sulfonamido)pyrrolidine-1,2-dicarboxylate